COC1=CC=C(CN2C(N3C(C4=C2C=C(C=N4)N4CCOCC4)=NN=C3C3(CC3)C)=O)C=C1 6-(4-methoxybenzyl)-3-(1-methylcyclopropyl)-8-(morpholin-4-yl)pyrido[2,3-e][1,2,4]triazolo[4,3-c]pyrimidin-5(6H)-one